CN1C(N(C2=C1C=CC(=C2)NC2=CC=NC(=C2C#N)C(F)(F)F)C)=O 4-((1,3-dimethyl-2-oxo-2,3-dihydro-1H-benzo[d]imidazol-5-yl)amino)-2-(trifluoromethyl)nicotinonitrile